C1CC12CCN(CC2)C=2C=C(C=CC2N2N=NC(=C2)C2=NC(=NC(=C2)C)C=2CCOCC2)NS(=O)(=O)CCO N-(3-{6-azaspiro[2.5]oct-6-yl}-4-{4-[2-(3,6-dihydro-2H-pyran-4-yl)-6-methylpyrimidin-4-yl]-1H-1,2,3-triazol-1-yl}phenyl)-2-hydroxyethan-1-sulfonamide